1-(4-(4-(4-amino-7-methyl-5-(4-(pyrimidin-2-yloxy)phenyl)-7H-pyrrolo[2,3-d]pyrimidin-6-yl)-1H-pyrazol-1-yl)piperidin-1-yl)prop-2-en-1-one NC=1C2=C(N=CN1)N(C(=C2C2=CC=C(C=C2)OC2=NC=CC=N2)C=2C=NN(C2)C2CCN(CC2)C(C=C)=O)C